ethyl (5S,6R)-5-((((benzyloxy)carbonyl)amino)methyl)-6-((tert-butoxycarbonyl)amino)-3-vinylheptanoate C(C1=CC=CC=C1)OC(=O)NC[C@H](CC(CC(=O)OCC)C=C)[C@@H](C)NC(=O)OC(C)(C)C